tert-butyl 4-(4-(7-(2-hydroxypropan-2-yl)-6-(6-(trifluoromethyl)pyridine-2-carboxamido)imidazo[1,2-a]pyridin-2-yl)piperidin-1-yl)butanoate OC(C)(C)C1=CC=2N(C=C1NC(=O)C1=NC(=CC=C1)C(F)(F)F)C=C(N2)C2CCN(CC2)CCCC(=O)OC(C)(C)C